C(C)(C)(C)OC(=O)NC(CNC=1C=2C=3N=CC(=NC3C=CC2SC1C(=O)OC)OC)(C)C methyl 3-[2-(tertbutoxycarbonylamino)-2-methyl-propyl-amino]-11-methoxy-5-thia-10,13-diazatricyclo[7.4.0.02,6]trideca-1(9),2(6),3,7,10,12-hexaene-4-carboxylate